[Si](C1=CC=CC=C1)(C1=CC=CC=C1)(C(C)(C)C)O[C@@H]1C[C@H](N(C1)C(=O)OC(C)(C)C)C(N[C@@H](C)C1=CC=C(C=C1)C1=C(N=CS1)C)=O tert-butyl (2S,4R)-4-[tert-butyl(diphenyl)silyl]oxy-2-[[(1S)-1-[4-(4-methylthiazol-5-yl)phenyl]ethyl]carbamoyl]pyrrolidine-1-carboxylate